C(C)OC(/C(=C/CNC(=O)OC(C)(C)C)/F)=O Z-4-(tert-butoxycarbonylamino)-2-fluorobut-2-enoic acid ethyl ester